C1(=CC=CC=C1)CCC(SCCCCCCC(NC=1SC2=NC=CC=C2N1)=O)=O S-(7-oxo-7-(thiazolo[5,4-b]pyridin-2-ylamino)heptyl) 3-phenylpropanethioate